(Z)-3-(3-(3,5-bis-(trifluoromethyl)-phenyl)-1H-1,2,4-triazol-1-yl)-2-(thiazol-2-yl)-acrylamide FC(C=1C=C(C=C(C1)C(F)(F)F)C1=NN(C=N1)\C=C(\C(=O)N)/C=1SC=CN1)(F)F